2-(1H-imidazol-1-yl)-N-(pyridin-4-yl)pyrimidine-4-carboxamide tert-butyl-(2-(3-(3-amino-2-methoxyphenyl)-1H-1,2,4-triazol-1-yl)ethyl)carbamate C(C)(C)(C)N(C(O)=O)CCN1N=C(N=C1)C1=C(C(=CC=C1)N)OC.N1(C=NC=C1)C1=NC=CC(=N1)C(=O)NC1=CC=NC=C1